FC1=C(C=CC(=C1)F)CC1CC2(CN(C2)C(=O)N2CC3(C2)CC(C3)N3N=C(N=C3)CC)C1 [6-[(2,4-difluorophenyl)methyl]-2-azaspiro[3.3]heptan-2-yl]-[6-(3-ethyl-1,2,4-triazol-1-yl)-2-azaspiro[3.3]heptan-2-yl]methanone